4-Trimethylsilylbenzeneboronic acid C[Si](C1=CC=C(C=C1)B(O)O)(C)C